tert-butyl (R)-2-(7-((2-((tert-butyldimethylsilyl)oxy) ethyl)sulfonyl)-2-(3-((1-(methoxycarbonyl) cyclopropyl)methyl) phenyl)-2,6,6-trimethylheptanoyl)-1-methylhydrazine-1-carboxylate [Si](C)(C)(C(C)(C)C)OCCS(=O)(=O)CC(CCC[C@](C(=O)NN(C(=O)OC(C)(C)C)C)(C)C1=CC(=CC=C1)CC1(CC1)C(=O)OC)(C)C